2-(2,8-dimethylimidazo[1,2-b]pyridazin-6-yl)-4H-pyrido[1,2-a]pyrimidin-4-one CC=1N=C2N(N=C(C=C2C)C=2N=C3N(C(C2)=O)C=CC=C3)C1